5-acetyl-2-bromo-6,6-dimethyl-5,6-dihydro-4H-thieno[2,3-c]Pyrrole-4-one C(C)(=O)N1C(C2=C(C1=O)C=C(S2)Br)(C)C